NC=1N2C(C=3N(C(N(C3N1)CCN1CCN(CC1)C1=CC=C(C=C1)OC)=O)CC#N)=NC(=N2)C2=CC=NS2 (5-Amino-8-isothiazol-5-yl-3-{2-[4-(4-methoxy-phenyl)-piperazin-1-yl]-ethyl}-2-oxo-2,3-dihydro-[1,2,4]triazolo[5,1-i]purin-1-yl)-acetonitrile